Cl.C(#N)C=1C(=NC=C(C1C1=CC(=C(C=C1)C#N)F)C1=CC(=C(C=C1)O)O)N1CCC(CC1)NCC1=CC=C(C=C1)/C=C/C(=O)NO (E)-3-(4-(((1-(3-Cyano-4-(4-cyano-3-fluorophenyl)-5-(3,4-dihydroxyphenyl)pyridin-2-yl)piperidin-4-yl)amino)methyl)phenyl)-N-hydroxyacrylamide hydrochloride